C1(CC1)C1=NC=NC(=C1C1=NC=C(C(=N1)NC1(CC1)C1=CC=C(C=C1)C=1N(C=C(N1)C(F)(F)F)C)[N+](=O)[O-])OC 4'-Cyclopropyl-6'-methoxy-N-(1-(4-(1-methyl-4-(trifluoromethyl)-1H-imidazol-2-yl)phenyl)cyclopropyl)-5-nitro-[2,5'-bipyrimidine]-4-amine